[3-hydroxy-4-[5-[(2,2,6,6-tetramethyl-4-piperidyl)oxy]thiazolo[5,4-d]thiazol-2-yl]phenyl]-1-methyl-pyridin-2-one hydrochloride Cl.OC=1C=C(C=CC1C=1SC=2N=C(SC2N1)OC1CC(NC(C1)(C)C)(C)C)C=1C(N(C=CC1)C)=O